FC1=C(C=CC=C1)N1N=C(C=C1OC)C(=O)N1CCC(CC1)C1=CC=C(C=C1)C=1C=NC(=CC1)CO [1-(o-fluorophenyl)-5-methoxy-3-pyrazolyl](4-{p-[6-(hydroxymethyl)-3-pyridyl]phenyl}-1-piperidyl)methanone